NC1CCC(CC1)NC1=NC=C(C=N1)CCC1=C(C=C(C=C1)NS(=O)(=O)C1=C(C=CC=C1)Cl)C N-(4-(2-(2-(((1r,4r)-4-aminocyclohexyl)amino)pyrimidin-5-yl)ethyl)-3-methylphenyl)-2-chlorobenzenesulfonamide